ClC=1C=C2CC(CC2=CC1)NC=1C=CC(=NC1)C(C(F)(F)F)N1C(CC2(CCOCC2)CC1)=O 9-(1-(5-((5-Chloro-2,3-dihydro-1H-inden-2-yl)amino)pyridin-2-yl)-2,2,2-trifluoroethyl)-3-oxa-9-azaspiro[5.5]undecan-8-one